C1(CC1)S(=O)(=O)N1N=CC(=C1)C1=NC=CC(=N1)C1(NC=C(C(=C1)NC1CC(CC1)(F)F)C1=NN(C=C1)C(F)F)N 2-(2-(1-(Cyclopropylsulfonyl)-1H-pyrazol-4-yl)pyrimidin-4-yl)-N4-(3,3-difluorocyclopentyl)-5-(1-(difluoromethyl)-1H-pyrazol-3-yl)pyridine-2,4-diamine